tert-butyl N-((2R,5S)-1-(3-bromo-5-((S)-3-methoxy-3-oxo-2-(((2-(trimethylsilyl)ethoxy)carbonyl)amino)propyl)phenethyl)-5-(dimethylcarbamoyl)pyrrolidine-2-carbonyl)-N-methyl-L-valinate BrC=1C=C(CCN2[C@H](CC[C@H]2C(N(C)C)=O)C(=O)N([C@@H](C(C)C)C(=O)OC(C)(C)C)C)C=C(C1)C[C@@H](C(=O)OC)NC(=O)OCC[Si](C)(C)C